ClC=1C=C2C(=CN=C(C2=CN1)N1[C@@H]([C@H](C1)OC)C)C(CO)C 2-(6-chloro-1-((2r,3s)-3-methoxy-2-methylazetidin-1-yl)-2,7-naphthyridine-4-yl)propan-1-ol